5-(4-cyclopropyl-1H-imidazol-1-yl)-2-fluoro-N'-hydroxy-N-(6-(4-isopropyl-4H-1,2,4-triazol-3-yl)pyridin-2-yl)-4-methylbenzamidine C1(CC1)C=1N=CN(C1)C=1C(=CC(=C(C(=NO)NC2=NC(=CC=C2)C2=NN=CN2C(C)C)C1)F)C